ClC1=C(C=C2C(C(=CN(C2=N1)C=1SC=C(N1)C=1C=NC=CC1)C(=O)O)=O)F 7-chloro-6-fluoro-4-oxo-1-[4-(pyridin-3-yl)-1,3-thiazol-2-yl]-1,4-dihydro-1,8-naphthyridine-3-carboxylic acid